COC(C1=C(N=CC(=C1C)I)OC1=C(C=C(C=C1)C#N)OC)=O.ClC1=C(C(=O)NC2=NC(=CC=C2)C)C=CC=N1 2-chloro-N-(6-methylpyridin-2-yl)nicotinamide methyl-2-(4-cyano-2-methoxyphenoxy)-5-iodo-4-methylnicotinate